NC1=C(C=CC(=C1F)C1CCC1)N1N=C2CCN(C[C@H]3C2=C1CCN3C(C3=CN=C(C(=C3)O)C(F)(F)F)=O)C(C=C)=O |o1:19| (R or S)-1-(2-(2-amino-4-cyclobutyl-3-fluorophenyl)-5-(5-hydroxy-6-(trifluoromethyl)nicotinoyl)-2,3,4,5,5a,6,8,9-octahydro-7H-1,2,5,7-tetraazabenzo[cd]azulen-7-yl)prop-2-en-1-one